COC(=O)C1C(C1)C(=O)O 2-(Methoxycarbonyl)cyclopropanecarboxylic acid